ClC1=C(C=C2C=C(N=CC2=C1)NC(=O)C1C(C1)C)C1CCN(CC1)C1COC1 N-(7-chloro-6-(1-(oxetan-3-yl)piperidin-4-yl)isoquinolin-3-yl)-2-methylcyclopropane-1-carboxamide